C(C=C)(=O)OC1=C(C(=NC=C1)C1=NC=CC=C1)N acryloyloxybipyridyl-amine